C(C)(=O)OCC1C2=CC(=CC=C2C=2C=CC(=CC12)C(=O)O)C(=O)O 9-(acetoxymethyl)-9H-fluoren-2,7-dicarboxylic acid